6-methyl-4-(5-morpholino-1H-pyrrolo[2,3-b]pyridin-3-yl)pyridin-2(1H)-one CC1=CC(=CC(N1)=O)C1=CNC2=NC=C(C=C21)N2CCOCC2